2-propynyl-n-butylcarbamat C(#CC)C(CNC([O-])=O)CC